C(C)(C)(C)NC1=NC=C2N=C(N(C2=N1)C1CCNCC1)NC1=CC(=CC(=C1)Cl)Cl N2-(tert-Butyl)-N8-(3,5-dichlorophenyl)-9-(piperidin-4-yl)-9H-purine-2,8-diamine